N[C@H](C(=O)N(C)C1=CC(=C(C=C1)F)Cl)CO (S)-2-amino-N-(3-chloro-4-fluorophenyl)-3-hydroxy-N-methyl-propionamide